N-(5-{3-fluoro-4-[(4-methylpyrimidin-2-yl)oxy]phenyl}-6-(2-fluoro-3-nitrophenyl)-7,8-Dihydro-6H-imidazo[2',1':5,1]pyrrolo[2,3-d]pyrimidin-4-yl)acetamide FC=1C=C(C=CC1OC1=NC=CC(=N1)C)C1=C2N(C=3N=CN=C(C31)NC(C)=O)CCN2C2=C(C(=CC=C2)[N+](=O)[O-])F